C(C)C(C/C(/C(=O)[O-])=C/C(=O)[O-])CCCC.C(C)C(C/C(/C(=O)[O-])=C/C(=O)[O-])CCCC.C1(=CC=CC=C1)[Sn+4]C1=CC=CC=C1 diphenyltin bis(2-ethylhexylmaleate)